dilithiodivinylbenzene [Li]C1=C(C(=C(C=C1)C=C)C=C)[Li]